N1CCC2(CC1)C=CN1C(C=CC=C12)=O spiro[indolizine-1,4'-piperidin]-5-one